sodium acrylamide methylpropanesulfonate COS(=O)(=O)CCC.C(C=C)(=O)N.[Na]